FC1=CC=C(C=C1)C=1N=C(SC1)C 4-(4-fluorophenyl)-2-methylthiazole